N(=[N+]=[N-])C1=C(CCC1N1C(C2=CC=CC=C2C1=O)=O)C(=O)[2H] 2-azido-3-(1,3-dioxoisoindolin-2-yl)cyclopent-1-ene-1-carbaldehyde-d